Cl.Cl.Cl.O1CCN(CC1)CCCS(=O)(=O)[O-].[Na+] sodium 3-morpholinopropanesulfonate, trishydrochloride